(S)-4,4-dimethyl-5-oxopyrrolidine-1,2-dicarboxylic acid 1-tert-butyl ester 2-methyl ester COC(=O)[C@H]1N(C(C(C1)(C)C)=O)C(=O)OC(C)(C)C